CC1=NC(=CC(=N1)NC1=C(C(=O)NOCC)C(=CC=N1)NC1=C(C=C(C=C1)OCC)N(S(=O)(=O)C)C)C ((2,6-dimethyl-pyrimidin-4-yl)amino)-N-ethoxy-4-((4-ethoxy-2-(N-methyl-methane-sulfonamido)phenyl)amino)-nicotinamide